C(OC1=CC=CN2N([C@H]3N(C=C21)CCOC3)[C@@H](C3=CC=CC=C3)C3=CC(=C(C=C3)F)F)(OC)=O (12aR)-12-[(S)-(3,4-difluorophenyl)(phenyl)methyl]-3,4,12,12a-tetrahydro-1H-[1,4]oxazino[3,4-c]pyrido[2,1-f][1,2,4]triazin-7-yl methyl carbonate